6-[8-(1,3-benzothiazol-2-ylcarbamoyl)-3,4-dihydroisoquinolin-2(1H)-yl]-3-[5-methyl-1-({1-[2-(morpholin-4-yl)-2-oxoethoxy]cyclohexyl}methyl)-1H-pyrazol-4-yl]pyridine-2-carboxylic acid S1C(=NC2=C1C=CC=C2)NC(=O)C=2C=CC=C1CCN(CC21)C2=CC=C(C(=N2)C(=O)O)C=2C=NN(C2C)CC2(CCCCC2)OCC(=O)N2CCOCC2